2-(4-(6-(4-Cyano-2-fluorobenzyloxy)pyridin-2-yl)benzyl)-1-(furan-2-ylmethyl)-1H-benzo[d]imidazole-6-carboxylic acid C(#N)C1=CC(=C(COC2=CC=CC(=N2)C2=CC=C(CC3=NC4=C(N3CC=3OC=CC3)C=C(C=C4)C(=O)O)C=C2)C=C1)F